C1=C2N(C(N1)=S)CC1C2C1 5,5a,6,6a-tetrahydrocyclopropa[3,4]pyrrolo[1,2-c]imidazole-3(2H)-thione